C1(CC1)C1=NC=NC(=C1C=1N=CC2=C(N1)N(C(C=C2)=O)CC2=CC=C(C=C2)C2=NC=CC=C2OC)OC 2-(4-cyclopropyl-6-methoxypyrimidin-5-yl)-8-{[4-(3-methoxypyridin-2-yl)phenyl]methyl}pyrido[2,3-d]pyrimidin-7-one